3-(3-chloro-4-fluorophenyl)-1-methyl-(1R)-(3R-methyl-6-oxo-1,2,3,4,5,6-hexahydrophenanthridin-1-yl)urea ClC=1C=C(C=CC1F)NC(N(C)[C@@H]1C[C@H](CC=2NC(C3=CC=CC=C3C12)=O)C)=O